Cl.C(C)(=O)N1C[C@@H](OCC1)CN1C(=NC2=C1C=CC(=C2)C)C2=C(C=C(C=C2F)N2C(CCC2)=O)Cl (S)-1-(4-(1-((4-acetylmorpholin-2-yl)methyl)-5-methyl-1H-benzo[d]imidazol-2-yl)-3-Chloro-5-fluorophenyl)pyrrolidin-2-one hydrochloride